ClC=1C=C(C=C(C1)Cl)C1(CC(=NO1)C=1C=CC(=NC1)C(=O)NCCNCC(F)(F)F)C(F)(F)F 5-[5-(3,5-dichlorophenyl)-5-trifluoromethyl-4,5-dihydroisoxazol-3-yl]-N-[(2,2,2-trifluoroethylamino)-ethyl]-picolinamide